N-(3-amino-2-cyano-4-fluorophenyl)propane-1-sulfonamide NC=1C(=C(C=CC1F)NS(=O)(=O)CCC)C#N